((3-methyloxetan-3-yl)methyl)-2-azaspiro[3.3]heptan-6-amine CC1(COC1)CC1NCC12CC(C2)N